FC1=NC=CC(=C1B(O)O)F 2,4-DIFLUOROPYRIDINE-3-BORONIC ACID